1,1-Dibutylpiperidinium triflate [O-]S(=O)(=O)C(F)(F)F.C(CCC)[N+]1(CCCCC1)CCCC